5-Ethyl-6-fluoro-4-(8-fluoro-2-(((2R,7aS)-2-fluorotetrahydro-1H-pyrrolizin-7a(5H)-yl)methoxy)-4-(hexahydro-5H-furo[2,3-c]pyrrol-5-yl)pyrido[4,3-d]pyrimidin-7-yl)naphthalen-2-ol C(C)C1=C2C(=CC(=CC2=CC=C1F)O)C1=C(C=2N=C(N=C(C2C=N1)N1CC2C(C1)CCO2)OC[C@]21CCCN1C[C@@H](C2)F)F